9-(4-chloro-2-methyl-2H-indazol-5-yl)-5-(piperazin-1-yl)-7H-imidazo[1,2-c]pyrrolo[3,2-e]pyrimidine ClC=1C2=CN(N=C2C=CC1C1=CNC2=C1C=1N(C(=N2)N2CCNCC2)C=CN1)C